FC1([C@H](N(C1)C1=NC(=CC(=N1)N1C(C2C(C2C1)CC(=O)O)=O)C(F)(F)F)C)F 2-[3-{2-[(2R)-3,3-difluoro-2-methyl-azetidin-1-yl]-6-(trifluoromethyl)pyrimidin-4-yl}-2-oxo-3-azabicyclo[3.1.0]hex-6-yl]acetic acid